ClC1=C(C=CC=C1)C=1NC(=C(N1)C1=CC=CC=C1)C1=CC=CC=C1 2-(2-chlorophenyl)4,5-diphenylimidazole